C1(CC1)N(C=1C2=C(N=CN1)N(C=C2)C[C@]2([C@@H](CN(CC2)CC(=O)N)O)O)CC2=C(C=C(C=C2)C=2C=NN(C2)C)F |o1:14,15| rel-2-((3R,4R)-4-((4-(cyclopropyl(2-fluoro-4-(1-methyl-1H-pyrazol-4-yl)benzyl)amino)-7H-pyrrolo[2,3-d]pyrimidin-7-yl)methyl)-3,4-dihydroxypiperidin-1-yl)acetamide